COC(CN(C)C(C(CC=1OC(=CC1)C1=NC=2C(=C3C(=NC2)NC=C3)N1C1CCCCC1)C#N)=O)=O methyl-N-(2-cyano-3-(5-(1-cyclohexyl-1,6-dihydroimidazo[4,5-d]pyrrolo[2,3-b]pyridin-2-yl)furan-2-yl)propanoyl)-N-methylglycinate